C(C1=CC=CC=C1)OC1=CC(=C(C=C1)Br)C(F)F 4-(benzyloxy)-1-bromo-2-(difluoromethyl)benzene